ClC1=CC2=C(C=N1)C=C(N2C)C2=NC(=NC=C2)N(CC(F)(F)F)C 4-(6-Chloro-1-methyl-1H-pyrrolo[3,2-c]pyridin-2-yl)-N-methyl-N-(2,2,2-trifluoroethyl)pyrimidin-2-amine